NCC1(CS(C1)(=O)=O)O[Si](C)(C)C(C)(C)C 3-(aminomethyl)-3-((tert-butyldimethylsilyl)oxy)thietane 1,1-dioxide